3-[tert-butyl-(diphenyl)silyl]oxy-2-(methylamino)propan-1-ol C(C)(C)(C)[Si](OCC(CO)NC)(C1=CC=CC=C1)C1=CC=CC=C1